CN1N=CC(=C1)C1=CC=C(CNC2=NC=NC(=C2)C2=CN=C3N2C=CC(=C3)CCN3CCCC3)C=C1 [4-(1-methyl-1H-pyrazol-4-yl)-benzyl]-{6-[7-(2-pyrrolidin-1-yl-ethyl)-imidazo[1,2-a]pyridin-3-yl]-pyrimidin-4-yl}-amine